ClC=1C=CC=2N(C3=CC=C(C=C3C2C1)Cl)CCCCP(OCC)(OCC)=O Diethyl (4-(3,6-dichloro-9H-carbazole-9-yl)butyl)phosphonate